O[C@@H]1CN(CC1)CC1=CC=CC=C1 (S)-3-hydroxy-1-benzyl-pyrrolidine